(R)-1'-(1-Benzyl-1H-pyrazole-4-carbonyl)-6-chloro-5-fluoro-5',5'-dimethylspiro[benzo[d][1,3]oxazine-4,3'-piperidin]-2(1H)-one C(C1=CC=CC=C1)N1N=CC(=C1)C(=O)N1C[C@@]2(CC(C1)(C)C)C1=C(NC(O2)=O)C=CC(=C1F)Cl